N-{3-[4-(5-Chloropyridin-2-yl)-6-oxo-1,6-dihydropyrimidin-2-yl]-2,4-difluorobenzyl}isobutyramide ClC=1C=CC(=NC1)C=1N=C(NC(C1)=O)C=1C(=C(CNC(C(C)C)=O)C=CC1F)F